N(=NC(C(=O)NCCO)(C)OC)C(C(=O)NCCO)(C)OC 2,2'-azobis[N-(2-hydroxyethyl)-2-methoxypropionamide]